C1(CC1)CO[C@@H](CN1CCNCC1)C |r| (+/-)-1-(2-(cyclopropylmethoxy)propyl)piperazine